4-(4-((1R,5S)-3,8-Diazabicyclo[3.2.1]octan-3-yl)-8-fluoro-2-(((2R,7aS)-2-fluorotetrahydro-1H-pyrrolizin-7a(5H)-yl)methoxy)quinolin-7-yl)-5-ethyl-6-fluoronaphthalen-2-ol [C@H]12CN(C[C@H](CC1)N2)C2=CC(=NC1=C(C(=CC=C21)C2=CC(=CC1=CC=C(C(=C21)CC)F)O)F)OC[C@]21CCCN1C[C@@H](C2)F